N,N-Bis(3-aminopropyl)ethylamine NCCCN(CCCN)CC